BrC=1C=C(C=CC1)CC(CCN1N(C(SC=C1)=O)CCC1=CC=C(C(=O)O)C=C1)O 4-(2-(4-(4-(3-bromophenyl)-3-hydroxybutyl)-2-oxo-1,3,4-thiadiazin-3-yl)ethyl)benzoic acid